1H-pyrazole-4-d N1N=CC(=C1)[2H]